N-ethyl-5-fluoro-N-(isopropyl)-2-(7-{1-[(1R,3S,4S)-2-azabicyclo[2.2.2]octane-3-carbonyl]-1,2,3,6-tetrahydropyridin-4-yl}quinazolin-5-yl)benzamide C(C)N(C(C1=C(C=CC(=C1)F)C1=C2C=NC=NC2=CC(=C1)C=1CCN(CC1)C(=O)[C@H]1NC2CCC1CC2)=O)C(C)C